[C@@H]12N(C[C@@H](NC1)C2)CCN2C1=C(OC3=C2N=CC(=C3)C=3C=C2C=NNC2=CC3)C=C(C(=C1)C)C=1C=C3C=NNC3=CC1 10-(2-((1S,4S)-2,5-diazabicyclo[2.2.1]heptan-2-yl)ethyl)-3,7-di(1H-indazol-5-yl)-8-methyl-10H-benzo[b]pyrido[2,3-e][1,4]oxazine